C(#C)C(C)(CC)O 2-ethynyl-butane-2-ol